[Sn].[N] nitrogen TiN